6-methoxy-2-[[4-(4-pyridinyl)piperazin-1-yl]methyl]-1H-indole COC1=CC=C2C=C(NC2=C1)CN1CCN(CC1)C1=CC=NC=C1